ClC1=C(C(=C2C(=N1)N(C=N2)[C@@H]2[C@H]1C[C@H]1[C@H]([C@H]2O)O)NCC)C#N 5-chloro-3-((1S,2R,3S,4R,5R)-3,4-dihydroxybicyclo[3.1.0]hexane-2-yl)-7-(ethylamino)-3H-imidazo[4,5-b]pyridine-6-carbonitrile